C(#N)C1=C(C=C(C=C1)N1CC(N(C2(CN(C2)C(=O)OC)C1=O)CC1=CC=C(C=C1)C(F)(F)F)=O)F methyl 8-(4-cyano-3-fluorophenyl)-6,9-dioxo-5-(4-(trifluoromethyl)benzyl)-2,5,8-triazaspiro[3.5]nonane-2-carboxylate